CC1C=CC(C(C1C)C)=O 4,5,6-trimethyl-2-cyclohexenone